COCC(COC)=O 1,3-dimethoxypropan-2-one